C(C1=CC=CC=C1)O[C@@H]1[C@H](N(C[C@@H]([C@H]1OCC1=CC=CC=C1)OCC1=CC=CC=C1)C[C@@H]1CN(CC1)C(=O)OC(C)(C)C)C (R)-tert-butyl 3-(((2R,3R,4R,5S)-3,4,5-tris(benzyloxy)-2-methylpiperidin-1-yl)methyl)pyrrolidine-1-carboxylate